5,5-Difluoro-1-(3-(methylsulfonyl)phenyl)-3-(trifluoromethyl)-1,4,5,6-tetrahydrocyclopenta[b]pyrrole-4-ol FC1(C(C2=C(N(C=C2C(F)(F)F)C2=CC(=CC=C2)S(=O)(=O)C)C1)O)F